2-[4-(1,1-Difluoro-5-azaspiro[2.5]octan-5-yl)-3-fluoropiperidin-1-yl]-N-[(3,5-difluoropyridin-2-yl)methyl]-1,3-thiazole-5-carboxamide FC1(CC12CN(CCC2)C2C(CN(CC2)C=2SC(=CN2)C(=O)NCC2=NC=C(C=C2F)F)F)F